2-(4-chlorophenyl)-1,4-diphenylbutane-1,4-dione ClC1=CC=C(C=C1)C(C(=O)C1=CC=CC=C1)CC(=O)C1=CC=CC=C1